(R)-7-Chloro-N-((1-cyanopyrrolidin-3-yl)methyl)imidazo[1,2-a]pyridine-2-carboxamide ClC1=CC=2N(C=C1)C=C(N2)C(=O)NC[C@@H]2CN(CC2)C#N